CSC1=C(C=CC(=C1)SC1=CC=C(S1)CNC(OCCCC)=O)C1=CC=CC=C1 butyl ((5-((2-(methylthio)-[1,1'-biphenyl]-4-yl)thio)thiophen-2-yl)methyl)carbamate